FC=1C=C(C(=O)NCCNCCO)C=CC1 3-fluoro-N-(2-((2-hydroxyethyl)amino)ethyl)benzamide